2-[cyano-(2,6-difluoro-4-pyridyl)amino]-N-(2,2-dimethylcyclobutyl)-5-methyl-thiazole-4-carboxamide C(#N)N(C=1SC(=C(N1)C(=O)NC1C(CC1)(C)C)C)C1=CC(=NC(=C1)F)F